ClC=1C(=CC(=NC1)NC(=O)[C@@H]1C[C@H](CCC1)C=1C=NC=CC1)C1=C2N(N=C1)CC(C2)(C)C (1S,3S)-N-(5-chloro-4-(5,5-dimethyl-5,6-dihydro-4H-pyrrolo[1,2-b]pyrazol-3-yl)pyridin-2-yl)-3-(pyridin-3-yl)cyclohexane-1-carboxamide